ClC(C=1OC(=NN1)C1=CC=CC2=CC=CC=C12)(Cl)Cl 2-trichloromethyl-5-(1-naphthyl)-1,3,4-oxadiazole